FC(C(=O)O)(F)F.CCCCCCC(CC)=O nonan-7-one trifluoroacetate salt